CN(C1(CCC(CC1)=O)C=1SC=CC1)C 4-Dimethylamino-4-thiophen-2-yl-cyclohexan-1-one